[(3R)-3-(4-chlorophenyl)pyrrolidin-1-yl]-[3-(3-methyl-4-pyridyl)-1H-pyrazol-5-yl]methanone ClC1=CC=C(C=C1)[C@@H]1CN(CC1)C(=O)C1=CC(=NN1)C1=C(C=NC=C1)C